ethyl 1-(1-(3-amino-6-chloropyridazin-4-yl)-4-phenylpiperidine-4-carbonyl)piperidine-4-carboxylate NC=1N=NC(=CC1N1CCC(CC1)(C(=O)N1CCC(CC1)C(=O)OCC)C1=CC=CC=C1)Cl